(R)-2-(1-hydroxycyclobutyl)-1-(4-(pyrazolo[1,5-a]pyridin-2-yl)-6,7-dihydro-1H-imidazo[4,5-c]pyridin-5(4H)-yl)ethanone OC1(CCC1)CC(=O)N1[C@H](C2=C(CC1)NC=N2)C2=NN1C(C=CC=C1)=C2